N-[(2E)-1-(cyclopropylmethyl)pyridin-2(1H)-ylidene]oxolane-3-carboxyamide C1(CC1)CN1\C(\C=CC=C1)=N\C(=O)CC1COCC1